[2-(4-cyclopropyl-6-methoxy-pyrimidin-5-yl)-4-[[4-[1-methyl-4-(trifluoromethyl)imidazol-2-yl]phenyl]methoxy]pyrimidin-5-yl]methanol C1(CC1)C1=NC=NC(=C1C1=NC=C(C(=N1)OCC1=CC=C(C=C1)C=1N(C=C(N1)C(F)(F)F)C)CO)OC